N-[(1S,2S)-2-hydroxycyclohexyl]4-methyl-3-{[(6-{[(pyridin-3-yl)carbamoyl]amino}pyridin-3-yl)methyl]amino}benzamide O[C@@H]1[C@H](CCCC1)NC(C1=CC(=C(C=C1)C)NCC=1C=NC(=CC1)NC(NC=1C=NC=CC1)=O)=O